COC1=C(C(=CC=C1)OC)S(=O)(=O)NC1=NOC2=C1C[C@@H](C1=CC=CC=C12)C |o1:20| Rel-(S)-2,6-dimethoxy-N-(5-methyl-4,5-dihydronaphtho[2,1-d]isoxazol-3-yl)benzenesulfonamide